amino-7-cyclopropyl-1-(2,5-difluorophenyl)pyrido[2,3-d]pyrimidin-2(1H)-one NC=1C2=C(N(C(N1)=O)C1=C(C=CC(=C1)F)F)N=C(C=C2)C2CC2